N=S1(CCCCC1)=O 1-iminotetrahydro-2H-thiopyran 1-oxide